P(=O)(OC1=CC=CC=C1)(OC1=CC=CC=C1)OC1=C(C=CC=C1)C(C)C diphenyl (isopropylphenyl) phosphate